CN1C(=NC2=CC=CC=C2C1=O)N1CCNCC1 3-Methyl-2-piperazin-1-yl-3H-quinazolin-4-one